O=C1NC(CCC1N1C(N(C2=C1C=CC(=C2)CCCC2CCN(CC2)CC2CCC(CC2)NC(OC(C)(C)C)=O)C)=O)=O Tert-butyl N-[4-[[4-[3-[1-(2,6-dioxo-3-piperidyl)-3-methyl-2-oxo-benzimidazol-5-yl]propyl]-1-piperidyl]methyl]cyclohexyl]carbamate